NC1=C2C(=NC=N1)N(N=C2C2=NOC(=C2C2=NC=C(C=N2)CCO)C2CC2)C(C)C 2-(2-(3-(4-amino-1-isopropyl-1H-pyrazolo[3,4-d]pyrimidin-3-yl)-5-cyclopropylisoxazol-4-yl)pyrimidin-5-yl)ethanol